C(C)(C)N(C1CC(C1)OC=1C=C(C(=CC1)C(=O)OC)C(=O)OC)CC1CCNCC1 dimethyl 4-[3-[isopropyl(4-piperidylmethyl)amino]cyclobutoxy]benzene-1,2-dicarboxylate